N-((1S)-(4,4-difluorocyclohexyl)(6-(((5R)-2-oxo-5-(trifluoromethyl)piperidin-3-yl)methyl)imidazo[1,2-b]pyridazin-2-yl)methyl)-1-isopropyl-1H-1,2,3-triazole-5-carboxamide FC1(CCC(CC1)[C@H](NC(=O)C1=CN=NN1C(C)C)C=1N=C2N(N=C(C=C2)CC2C(NC[C@@H](C2)C(F)(F)F)=O)C1)F